FC1(CCC(CC1)[C@H](NC(=O)C=1C=NN(C1C)CCC(F)(F)F)C1=NC2=C(N1)C=C(C=C2)[C@@H](C)NC(CCC(F)(F)F)=O)F N-[(S)-(4,4-Difluorocyclohexyl)-[6-[(1R)-1-(4,4,4-trifluorobutanoylamino)ethyl]-1H-benzimidazol-2-yl]methyl]-5-methyl-1-(3,3,3-trifluoropropyl)pyrazole-4-carboxamide